1-(3,5-dichlorophenyl)-1H-pyrazol-5-amine ClC=1C=C(C=C(C1)Cl)N1N=CC=C1N